tert-butyl 4-[[6-[(3-chloro-4-pyridyl)amino]pyridine-3-carbonyl]amino]piperidine-1-carboxylate ClC=1C=NC=CC1NC1=CC=C(C=N1)C(=O)NC1CCN(CC1)C(=O)OC(C)(C)C